2-methyl-N-(1-(3-methylpyrazin-2-yl)but-3-en-1-yl)propane-2-sulfinamide CC(C)(C)S(=O)NC(CC=C)C1=NC=CN=C1C